BrC=1C(=C(C=CC1)SCC(C)(O)C)F 1-((3-bromo-2-fluorophenyl)thio)-2-methylpropan-2-ol